di(octylbenzyl) sulfide C(CCCCCCC)C(C1=CC=CC=C1)SC(C1=CC=CC=C1)CCCCCCCC